(R)-benzyl 2-(((benzyloxy)carbonyl)amino)-3-(3-(4-chloro-1-isopropyl-1H-pyrazol-5-yl)-5-fluorobenzamido)propanoate C(C1=CC=CC=C1)OC(=O)N[C@@H](C(=O)OCC1=CC=CC=C1)CNC(C1=CC(=CC(=C1)F)C1=C(C=NN1C(C)C)Cl)=O